COC(=O)C1CC(C1)C1=CC=C(C=C1)Br 3-(4-bromophenyl)cyclobutane-1-carboxylic acid methyl ester